C(C1=CC=CC=C1)(C1=CC=CC=C1)N1[C@@H](CCC1)C(=O)O (benzhydryl)-proline